BrC=1C=C(CC2(CC(C2)O)C(=O)OC)C=CC1F methyl 1-(3-bromo-4-fluorobenzyl)-3-hydroxycyclobutane-1-carboxylate